O1[C@H](COC2=C1C=CC=C2)C2=CC=C(CN1CC3(CCCN3CC#N)CC1)C=C2 (7-{4-[(2S)-2,3-dihydro-1,4-benzodioxin-2-yl]benzyl}-1,7-diazaspiro[4.4]non-1-yl)acetonitrile